C(CCCCCCCCCCCCCCCCC)(=O)OC[C@@H](OC(CCCCCCCCCCCCCCCCC)=O)COP(=O)(O)OC[C@H](O)CO |&1:49| 1,2-distearoyl-sn-glycero-3-phospho-rac-glycerol